C1(=CC=CC2=CC=CC=C12)C#CN1C(OCC1)=O 3-((1-naphthyl)ethynyl)oxazolidin-2-one